N-(4-aminobenzyl)acrylamide NC1=CC=C(CNC(C=C)=O)C=C1